CC1(NC(CC1)(C1=CC(=CC(=C1)C(F)(F)F)C(F)(F)F)C)C 2,2,5-trimethyl-5-(3,5-bis(trifluoromethyl)phenyl)pyrrolidine